2-chloro-9-(trans-4-methoxycyclohexyl)-7-methyl-7,9-dihydro-8H-purin-8-one-2-d ClC1(NC=C2N(C(N(C2=N1)[C@@H]1CC[C@H](CC1)OC)=O)C)[2H]